acetoacetyl-p-fluoroaniline C(CC(=O)C)(=O)NC1=CC=C(C=C1)F